O=C1NC(CCC1N1C(C2=CC=C(C=C2C1)CNC(C(C1=C(C=CC=C1)OC)(F)F)=O)=O)=O N-((2-(2,6-dioxopiperidin-3-yl)-1-oxoisoindolin-5-yl)methyl)-2,2-difluoro-2-(2-methoxyphenyl)acetamide